(S)-quinuclidin-3-yl (5-(3-chlorophenyl)-2,2-dimethyl-2,3-dihydro-1H-inden-1-yl)carbamate ClC=1C=C(C=CC1)C=1C=C2CC(C(C2=CC1)NC(O[C@@H]1CN2CCC1CC2)=O)(C)C